Cl.C(C1=CC=CC=C1)N1CCC(CC1)CN1N=CC(=CC1=O)C1=CC=CC=C1 2-((1-Benzylpiperidin-4-yl)methyl)-5-phenylpyridazin-3(2H)-on Hydrochlorid